rac-4-(((5S)-2-azaspiro[4.4]nonan-7-yl)oxy)-6-(1-methyl-1H-pyrazol-4-yl)pyrazolo[1,5-a]pyrazine hydrochloride Cl.C1NCC[C@@]12C[C@@H](CC2)OC=2C=1N(C=C(N2)C=2C=NN(C2)C)N=CC1 |&1:7|